C(CCC)C(C1=CC=CC=C1)OC(C1=CC=CC=C1)CCCC di(butylbenzyl) ether